2-(3'-Methoxyphenyl)benzimidazole-4-carboxamide COC=1C=C(C=CC1)C=1NC2=C(N1)C=CC=C2C(=O)N